O[C@]1(C[C@@H]2[C@@H]([C@H]3CC[C@]4([C@H]([C@@H]3CC2)CC[C@@H]4C(C)=O)C)C1)C 1-((1S,3aS,3bR,5aR,7S,8aS,8bR,10aS)-7-hydroxy-7,10a-dimethylhexadecahydrodicyclopenta[a,f]naphthalen-1-yl)ethan-1-one